NCC1(CCN(CC1)C=1N=CC(=NC1)SC=1C(=C(C(=O)NS(=O)(=O)C=2C=NC=CC2)C=CC1)Cl)C 3-((5-(4-(aminomethyl)-4-methylpiperidin-1-yl)pyrazin-2-yl)thio)-2-chloro-N-(pyridin-3-ylsulfonyl)benzamide